(2,3-dihydro-1H-pyrrolizin-5-yl)(phenyl)methanone methyl-2-(bromomethyl)but-2-enoate COC(C(=CC)CBr)=O.C1CCN2C(=CC=C12)C(=O)C1=CC=CC=C1